8-ethoxy-2-(1-methyl-2-oxabicyclo[2.2.1]hept-4-yl)imidazo[1,2-a]pyrazine-6-carboxylic acid methyl ester COC(=O)C=1N=C(C=2N(C1)C=C(N2)C21COC(CC2)(C1)C)OCC